C(C1=CC=CC=C1)SC1=CC=C(C=O)C=C1 4-(benzylthio)benzaldehyde